ClC=1C=C(C=CC1OC1=CC=CC=C1)C#CC(C)NC(OC(C)(C)C)=O tert-butyl (4-(3-chloro-4-phenoxyphenyl)but-3-yn-2-yl)carbamate